C(C)OC1=C(SC(=C1)C1=NC=NC(=C1)NCCN1C(=CC2=C(C=CC(=C12)F)OC)C)NC(CCO)=O N-(3-Ethoxy-5-{6-[2-(7-fluoro-4-methoxy-2-methyl-indol-1-yl)-ethylamino]-pyrimidin-4-yl}-thiophen-2-yl)-3-hydroxy-propionamid